(E)-4-(furan-2-yl)-2-methyl-2-((trimethylsilyl)oxy)but-3-enenitrile O1C(=CC=C1)/C=C/C(C#N)(O[Si](C)(C)C)C